C(C)N1N=NC2=C1C=CC(=C2C)[C@@H]([C@H](C(=O)OC)C)C2=CC=C1CCN(CC1=C2)C(C2=C(C(=CC(=C2C)C)C)C)=O methyl (2R,3S)-3-(1-ethyl-4-methyl-benzotriazol-5-yl)-2-methyl-3-[2-(2,3,5,6-tetramethylbenzoyl)-3,4-dihydro-1H-isoquinolin-7-yl]propanoate